1-(5-(2-hydroxypropan-2-yl)pyridin-2-yl)piperazin-2-one hydrochloride Cl.OC(C)(C)C=1C=CC(=NC1)N1C(CNCC1)=O